ClC=1C=C(C(=NC1)N1C([C@H](N(C(C1)=O)CC1=CC(=C(C=C1)F)C)C1COC1)=O)F (R)-1-(5-chloro-3-fluoropyridin-2-yl)-4-(4-fluoro-3-methylbenzyl)-3-(oxetan-3-yl)piperazine-2,5-dione